octenyldimethylethoxysilane C(=CCCCCCC)[Si](OCC)(C)C